COC(=O)C=1C(N(C2=CC(=CC=C2C1N)I)C=1C(=NC(=CC1)C)C)=O 4-Amino-1-(2,6-dimethylpyridin-3-yl)-2-oxo-7-iodo-1,2-dihydroquinoline-3-carboxylic acid methyl ester